4-(furo[3,2-c]pyridin-4-yl)-N-[trans-4-(2,2,2-trifluoro-1-hydroxyethyl)cyclohexyl]benzamide O1C=CC=2C(=NC=CC21)C2=CC=C(C(=O)N[C@@H]1CC[C@H](CC1)C(C(F)(F)F)O)C=C2